methyl (E)-[2-methyl-4-[3-[4-(5-methylthiophen-2-yl)phenyl]-3-[4-[3-(morpholin-4-yl)propynyl]phenyl]allyloxy]-phenoxy]acetate CC1=C(OCC(=O)OC)C=CC(=C1)OC\C=C(/C1=CC=C(C=C1)C#CCN1CCOCC1)\C1=CC=C(C=C1)C=1SC(=CC1)C